3,3-dimethyl-2,3-dihydro-indol CC1(CNC2=CC=CC=C12)C